4-(2,2,2-trideuterio-1,1-difluoro-ethyl)benzenesulfonyl chloride [2H]C(C(F)(F)C1=CC=C(C=C1)S(=O)(=O)Cl)([2H])[2H]